C(C1=CC=CC=C1)SC=1C=CC(=NC1)C(C)(F)F 5-benzylsulfanyl-2-(1,1-difluoroethyl)pyridine